C(CCCCC)NC(=S)N N-hexanyl-thiourea